C(C)(C)(C)OC(=O)NCCCC1=CC=C(C=C1)CC(=O)O 2-[4-(3-{[(tert-butoxy)carbonyl]amino}propyl)phenyl]acetic acid